C1(CC1)C(=O)N1CCC(CC1)CNC(=O)C1=NOC(=C1)C1=C(C=C(C=C1)F)F N-((1-(cyclopropanecarbonyl)piperidin-4-yl)methyl)-5-(2,4-difluorophenyl)isoxazole-3-carboxamide